CC1=C(OC(C(=O)O)(C)C)C(=CC(=C1)CN1C(N(CC1=O)C1=CC(=C(C=C1)C(F)(F)F)F)=O)C 2-(2,6-dimethyl-4-((3-(3-fluoro-4-(trifluoromethyl)phenyl)-2,5-dioxoimidazolin-1-yl)methyl)phenoxy)-2-methylpropanoic acid